NCC1=CC=C(N)C=C1 4-(aminomethyl)aniline